[N+](=O)([O-])C1=C(C=CC(=C1)O)C1=CC(=C(C=C1)O)[N+](=O)[O-] 2,3'-dinitro-4,4'-dihydroxybiphenyl